C(C1=CC=CC=C1)OC1=C(C=CC=C1)C=1SC=C(N1)C(C1=CNC2=CC=CC=C12)C1=CNC2=CC=CC=C12 2-(2-(benzyloxy)phenyl)-4-(di(1H-indol-3-yl)methyl)thiazole